amino-1-benzyloxycarbonyl-piperidine-4-carboxylic acid hydrochloride Cl.NC1N(CCC(C1)C(=O)O)C(=O)OCC1=CC=CC=C1